2-(1-(2-methoxyethyl)-1H-imidazol-4-yl)-7-(pyridin-2-yl)thieno[3,2-d]pyrimidin-4-ol COCCN1C=NC(=C1)C=1N=C(C2=C(N1)C(=CS2)C2=NC=CC=C2)O